(1R,2R,5S)-8-hydroxy-2-methoxy-5-methyl-7,9-dioxo-N-(2,4,6-trifluorobenzyl)-2,3,4,5,7,9-hexahydro-1,6-methanopyrido[1,2-b][1,2,5]triazonine-10-carboxamide OC=1C(C(=CN2N3[C@@H](CC[C@@H](N(C(C21)=O)C3)C)OC)C(=O)NCC3=C(C=C(C=C3F)F)F)=O